NC1=NC(N(C=C1)[C@H]1C([C@@H]2O[P@](OC[C@H]2O1)(=O)OCC[C@H](C(=O)OCC)C)(F)F)=O Ethyl (R)-4-(((2R,4aR,6R,7aR)-6-(4-amino-2-oxopyrimidin-1(2H)-yl)-7,7-difluoro-2-oxidotetrahydro-4H-furo[3,2-d][1,3,2]dioxaphosphinin-2-yl)oxy)-2-methylbutanoate